CC1(C2=CC=CC(=C2OC=2C(=CC=CC12)P(C1=CC=CC=C1)C1=CC=CC=C1)P(C1=CC=CC=C1)C1=CC=CC=C1)C (9,9-dimethyl-9H-xanthen-4,5-diyl)bis(diphenylphosphine)